COCC1=NNC=N1 3-(methoxymethyl)-1H-1,2,4-triazole